C(C)(C)(C)C=1SC(=C(N1)C=1C(=C(C=CC1)NS(=O)(=O)C1=C(C=CC=C1F)F)F)C1=NC(=NC=C1)NC1CCS(CC1)(=O)=N N-(3-(2-(tert-Butyl)-5-(2-((1-imino-1-oxidotetrahydro-2H-thiopyran-4-yl)amino)pyrimidin-4-yl)thiazol-4-yl)-2-fluorophenyl)-2,6-difluorobenzenesulfonamide